N'-acetyl-4-amino-7-fluoro-N-((6-fluorobenzo[d]thiazol-2-yl)methyl)-N',1-dimethyl-1H-pyrazolo[4,3-c]quinoline-8-carbohydrazide C(C)(=O)N(N(C(=O)C1=CC=2C3=C(C(=NC2C=C1F)N)C=NN3C)CC=3SC1=C(N3)C=CC(=C1)F)C